NC(C(C(CCCCNC(OCC1=CC=CC=C1)=O)NC(=O)[C@H]1N(C[C@H](C1)N1N=NC=C1C(C)(C)O)C([C@@H](CC1CCCCC1)NC(C1=CC=C(C=C1)C#N)=O)=O)=O)=O benzyl (7-amino-5-((2S,4S)-1-((R)-2-(4-cyanobenzamido)-3-cyclohexylpropanoyl)-4-(5-(2-hydroxypropan-2-yl)-1H-1,2,3-triazol-1-yl)pyrrolidine-2-carboxamido)-6,7-dioxoheptyl)carbamate